BrC1=C2C(=NC=C1)N(C([C@]2(C)OC)=O)C2OCCCC2 (3R)-4-bromo-3-methoxy-3-methyl-1-tetrahydropyran-2-yl-pyrrolo[2,3-b]pyridin-2-one